The molecule is an organophosphate oxoanion arising from deprotonation of the phosphate OH groups of D-ribose 1,5-diphosphate; major species at pH 7.3. It is a conjugate base of a D-ribose 1,5-bisphosphate. C([C@@H]1[C@H]([C@H](C(O1)OP(=O)([O-])[O-])O)O)OP(=O)([O-])[O-]